F[Si](CCCN1C(NCC1)=O)(O)O 1-[3-(fluorodihydroxysilyl)propyl]-2-imidazolidinone